C(C=C)(=O)N[C@@H]1[C@@H](CCC1)NC(=O)C=1SC=2N=CC=C3N(C(NC1C23)=O)C2=C(C=C(C=C2)OC=2C=NC(=CC2)C)C N-((1R,2S)-2-Acrylamidocyclopentyl)-5-(2-methyl-4-((6-methylpyridin-3-yl)oxy)phenyl)-4-oxo-4,5-dihydro-3H-1-thia-3,5,8-triazaacenaphthylene-2-carboxamide